2-isopropyl-5-[(E)-2-phenylethenyl]benzene C(C)(C)C1=CC=C(C=C1)\C=C\C1=CC=CC=C1